1-(1H-imidazol-1-yl)-2-methoxy-N-(p-tolyl)ethan-1-imine N1(C=NC=C1)C(COC)=NC1=CC=C(C=C1)C